C(CCCCCCCCC)(=O)[O-].C(CCCCCCCCC)(=O)[O-].C(CCCCCCCCC)(=O)[O-].C(CCCCCCCCC)(=O)[O-].[Ti+4] titanium tetra-n-decanoate